(Z)-3-methyl-5-((triisopropylsilyl)methylene)furan-2(5H)-one CC=1C(O\C(\C1)=C/[Si](C(C)C)(C(C)C)C(C)C)=O